C(C)(C)(C)OC(=O)N1[C@@H]2[C@@H]([C@@H]([C@H]([C@H]1C(=O)O)CC2)F)CC2CC2 (1S,3S,4S,5S,6S)-2-(tert-Butoxycarbonyl)-6-(cyclopropylmethyl)-5-fluoro-2-azabicyclo[2.2.2]octane-3-carboxylic acid